4'-((R)-2-(((2R,3R,4S,5R)-5-(6-amino-2-chloro-9H-purin-9-yl)-4-fluoro-3-hydroxytetrahydrofuran-2-yl)methoxy)-2-carboxy-2-(thiazol-4-yl)ethyl)-[1,1'-biphenyl]-4-carboxylic acid NC1=C2N=CN(C2=NC(=N1)Cl)[C@H]1[C@H]([C@@H]([C@H](O1)CO[C@](CC1=CC=C(C=C1)C1=CC=C(C=C1)C(=O)O)(C=1N=CSC1)C(=O)O)O)F